CN1N=CC(=C1)NC1=NC=C(C(=N1)NCC1=C(C=CC=C1)CC)C(=O)N 2-((1-methyl-1H-pyrazol-4-yl)amino)-4-((2-ethylbenzyl)amino)pyrimidin-5-carboxamide